C1(C=CC(N1NC(=O)C1OC=CC=C1)=O)=O N-maleimidopyranamide